(2S,4R)-4-(2-((4-(1H-indazol-4-yl)phenyl)amino)-2-oxoethyl)-1-(2-methylbenzofuro[3,2-d]pyrimidin-4-yl)pyrrolidine-2-carboxylic acid N1N=CC2=C(C=CC=C12)C1=CC=C(C=C1)NC(C[C@H]1C[C@H](N(C1)C=1C2=C(N=C(N1)C)C1=C(O2)C=CC=C1)C(=O)O)=O